FC=1C=C(C=CC1)C=1C(=NN(C1)C1=CC=CC=C1)NCC1=CC=C(C=C1)C(F)(F)F 4-(3-fluorophenyl)-1-phenyl-N-(4-(trifluoromethyl)benzyl)-1H-pyrazol-3-amine